COC=1C=C2C(=CN=NC2=CC1OC)N1CC(C1)CCNC(OC(C)(C)C)=O tert-butyl 2-(1-(6,7-dimethoxycinnolin-4-yl)azetidin-3-yl)ethylcarbamate